CC1=CC(N(C=C1)[C@H](C(=O)O)CCC)=O (S)-2-(4-methyl-2-oxopyridin-1(2H)-yl)pentanoic acid